4-hydroxy-1,5-dimethyl-3-[1-methyl-5-(trifluoromethyl)pyrazol-3-yl]imidazolidin-2-one OC1N(C(N(C1C)C)=O)C1=NN(C(=C1)C(F)(F)F)C